sulfur aluminium Calcium salt [Ca].[Al].[S]